CS(=O)(=O)OCC1=C(C(=CC=C1)OCC1=CC=C(C=C1)OC)C1OCCO1 2-(1,3-dioxolan-2-yl)-3-((4-methoxybenzyl)oxy)benzyl methanesulfonate